N-(4,4-difluorocyclohexyl)-3-(3-methyl-1H-pyrazol-1-yl)isoquinolin-1-amine FC1(CCC(CC1)NC1=NC(=CC2=CC=CC=C12)N1N=C(C=C1)C)F